CC1=CC(=NC=C1)CNC=1C=C(C(=O)OC)C=CC1[N+](=O)[O-] methyl 3-(((4-methylpyridin-2-yl)methyl)amino)-4-nitrobenzoate